N-(5-(((2R,5'S)-5-Chloro-5'-methyl-3H-spiro[furo[2,3-c]pyridine-2,3'-pyrrolidin]-1'-yl)methyl)thiazol-2-yl)acetamide ClC=1C=C2C(=CN1)O[C@]1(CN([C@H](C1)C)CC1=CN=C(S1)NC(C)=O)C2